C1=CC=CC=2C3=CC=CC=C3C(C12)COC(=O)NC(C(=O)O)C1=CC=C(C=C1)OCC1=CC=CC=C1 2-((((9H-fluoren-9-yl)methoxy)carbonyl)amino)-2-(4-(benzyloxy)phenyl)acetic acid